CN[C@@H](C(=O)O)CCCC(=O)O (R)-2-(methylamino)hexanedioic acid